NC1=CC=C2C(CC(C2=C1)(C)C)(C)C1=CC=C(C=C1)N 6-amino-3-(4'-aminophenyl)-1,1,3-trimethylindane